NC1=NC=2C=C(C(=CC2C2=C1C=NN2C)C(=O)N(CC2=NC=C(C=C2)C(F)(F)F)N2C(CCC2)=O)Cl 4-amino-7-chloro-1-methyl-N-(2-oxopyrrolidin-1-yl)-N-((5-(trifluoromethyl)pyridin-2-yl)methyl)-1H-pyrazolo[4,3-c]quinoline-8-carboxamide